1,3-Bis(3,4-dicarboxyphenyl)benzene C(=O)(O)C=1C=C(C=CC1C(=O)O)C1=CC(=CC=C1)C1=CC(=C(C=C1)C(=O)O)C(=O)O